S1C2=C(CCCC1)C=CC=C2 tetrahydrobenzo[b]thiepine